ClN(C1=CC=C(C=C1)C)C1=CC(=CC=C1)C1(CC1)N1CCN(CC1)S(=O)(=O)CC1=CC=CC=C1 chloro-4-methyl-N-(3-(1-(4-toluenesulfonylpiperazin-1-yl)cyclopropyl)phenyl)aniline